trans-3-(2-chlorophenoxy)cyclobutane-1-carboxylic acid ClC1=C(O[C@@H]2C[C@H](C2)C(=O)O)C=CC=C1